(2R,3S,4S,5R)-2-(acetoxymethyl)-4,6-dihydroxytetrahydro-2H-pyran-3,5-diyl diacetate C(C)(=O)O[C@@H]1[C@H](OC([C@@H]([C@H]1O)OC(C)=O)O)COC(C)=O